5-chloro-3-((3aR,3bR,4aS,5R,5aS)-2,2-dimethylhexahydrocyclopropa[3,4]cyclopenta[1,2-d][1,3]dioxol-5-yl)-N-propyl-3H-imidazo[4,5-b]pyridin-7-amine ClC1=CC(=C2C(=N1)N(C=N2)[C@@H]2[C@@H]1[C@H]([C@@H]3[C@H]2OC(O3)(C)C)C1)NCCC